(S)-3-amino-2-(4-chloro-3-fluorophenyl)-1-(4-((5R,7S)-7-hydroxy-5-methyl-6,7-dihydro-5H-cyclopenta[d]pyrimidin-4-yl)piperazin-1-yl)propan-1-one NC[C@@H](C(=O)N1CCN(CC1)C=1C2=C(N=CN1)[C@H](C[C@H]2C)O)C2=CC(=C(C=C2)Cl)F